propane-1-sulfonamide hydrochloride salt Cl.C(CC)S(=O)(=O)N